ClC1=NC(=CC=C1C(=O)OC)C(=C)C methyl 2-chloro-6-(prop-1-en-2-yl)pyridine-3-carboxylate